3-chloro-1-(5-(3-chloro-4-isopropoxyphenyl)-1,2,4-oxadiazol-3-yl)-2-methyl-1H-indole-5-carbaldehyde ClC1=C(N(C2=CC=C(C=C12)C=O)C1=NOC(=N1)C1=CC(=C(C=C1)OC(C)C)Cl)C